CN(CCS)CCC(CCCCCCCCC)CCCCCCCC1C(C1)CCCCCCCC 2-(methyl(3-(7-(2-octylcyclopropyl)heptyl)dodecyl)amino)ethane-1-thiol